CC1(CC(NCC1)=O)C 4,4-dimethyl-2-piperidone